C(CCCCCC)OCOCC\C=C/CC[Mg]Br (3Z)-6-(heptyloxymethoxy)-3-hexenylmagnesium bromide